The molecule is a triterpenoid saponin that is cycloastragenol glycosylated at positions 3 and 6 by 2,3-di-O-acetyl-beta-D-xylosyl and beta-D-glucosyl residues respectively. It has a role as a plant metabolite. It is a triterpenoid saponin, a monosaccharide derivative, a beta-D-glucoside, a member of oxolanes and a pentacyclic triterpenoid. It derives from a cycloastragenol. CC(=O)O[C@H]1[C@@H](CO[C@H]([C@@H]1OC(=O)C)O[C@H]2CC[C@]34C[C@]35CC[C@@]6([C@H]([C@H](C[C@]6([C@@H]5C[C@@H]([C@H]4C2(C)C)O[C@H]7[C@@H]([C@H]([C@@H]([C@H](O7)CO)O)O)O)C)O)[C@]8(CC[C@H](O8)C(C)(C)O)C)C)O